5-(cyclopropyl-(methoxy)methyl)-1-methyl-N-((6-methyl-5-(pyrazolo[1,5-a]pyridin-5-yl)-2,3-dihydro-1H-inden-4-yl)carbamoyl)-1H-pyrazole-3-sulfonamide C1(CC1)C(C1=CC(=NN1C)S(=O)(=O)NC(NC1=C2CCCC2=CC(=C1C1=CC=2N(C=C1)N=CC2)C)=O)OC